CC1=NC(=CC(=N1)NC1=C(C(=O)NOC)C=CC=N1)C ((2,6-dimethyl-pyrimidin-4-yl)amino)-N-methoxynicotinamide